bromospiro[cyclopropane-1,4'-isoquinoline]-1',3'-dione BrC1=C2C3(C(NC(C2=CC=C1)=O)=O)CC3